(S or R)-4-(6-chloro-2-(3-(dimethylamino)azetidin-1-yl)-8-fluoro-7-(3-hydroxynaphthalen-1-yl)quinazolin-4-yl)-1-(2,4-dimethoxybenzyl)-1,4-azaphosphine-4-oxide ClC=1C=C2C(=NC(=NC2=C(C1C1=CC(=CC2=CC=CC=C12)O)F)N1CC(C1)N(C)C)P1(C=CN(C=C1)CC1=C(C=C(C=C1)OC)OC)=O